OCCCCCCCCCCCCCCCCCCC(=O)O 19-Hydroxy-nonadecanoic acid